5-cyclopropyl-2-[4-(2-hydroxypropan-2-yl)phenyl]-7-[2-(2,2,2-trifluoroethoxy)phenyl]-1H-pyrrolo[3,4-c]pyridine-3,6(2H,5H)-dione C1(CC1)N1C=C2C(=C(C1=O)C1=C(C=CC=C1)OCC(F)(F)F)CN(C2=O)C2=CC=C(C=C2)C(C)(C)O